C(C)(C)(C)C1N(CCN(C1)C1=CC(=CC(=C1)B1OC(C(O1)(C)C)(C)C)F)C(=O)OCCC(CC\C(=C\C)\CC)C (E)-6-ethyl-3-methyl-oct-6-en-1-ol Tert-butyl-4-(3-fluoro-5-(4,4,5,5-tetramethyl-1,3,2-dioxaborolan-2-yl)phenyl)piperazine-1-carboxylate